Cl.FC=1C=C(CNC(=O)C2=C3NC(=NC3=NC=N2)[C@@H]2NCCC2)C=C(C1)C=1C=NN(C1)C (R)-N-(3-fluoro-5-(1-methyl-1H-pyrazol-4-yl)benzyl)-8-(pyrrolidin-2-yl)-7H-purine-6-carboxamide hydrochloride